ClC=1C=CC2=C(CC(CC=3N2C(=NN3)[C@@H]3CC[C@H](CC3)OC3=NC=CC=C3)CC(=O)O)C1.ClC1=NC(=NC=C1C(F)(F)F)SC 4-chloro-2-(methylthio)-5-(trifluoromethyl)pyrimidine 8-chloro-1-[trans-4-(pyridin-2-yloxy)cyclohexyl]-5,6-dihydro-4H-[1,2,4]triazolo[4,3-a][1]benzazepin-5-yl-acetate